CN1C(C(=CC=C1)NC(=O)[C@@H]1[C@H]2CCO[C@@H]12)=O |o1:10,11,15| rel-(1R,5R,6R)-N-(1,2-dihydro-1-methyl-2-oxo-3-pyridinyl)-2-oxabicyclo-[3.1.0]hexane-6-carboxamide